5-(4-(4-cyanophenyl)piperidine-1-carbonyl)-2-cyclobutyl-N,4-dimethylbenzamide C(#N)C1=CC=C(C=C1)C1CCN(CC1)C(=O)C=1C(=CC(=C(C(=O)NC)C1)C1CCC1)C